8-(2,4-dimethoxybenzyl)-5-methyl-4-(piperazin-1-yl)-7,8-dihydro-pteridin-6(5H)-one COC1=C(CN2CC(N(C=3C(=NC=NC23)N2CCNCC2)C)=O)C=CC(=C1)OC